(((2-butyl-1,3-diazaspiro[4.4]non-1,3-dien-4-yl)oxy)methyl)-N-(4,5-dimethylisoxazol-3-yl)-2'-(ethoxymethyl)-N-(methoxymethyl)-[1,1'-biphenyl]-2-sulfonamide C(CCC)C1=NC2(C(=N1)OCC1=C(C(=CC=C1)C1=C(C=CC=C1)COCC)S(=O)(=O)N(COC)C1=NOC(=C1C)C)CCCC2